O=C(CC)NCCCCCN(C(CCC(NCCCCCN(C(CCC(NCCCCCN(C(C)=O)O)=O)=O)O)=O)=O)O 3,11,14,22,25,33-hexaoxo-4,10,15,21,26,32-hexaaza-10,21,32-trihydroxytetratriacontane